6-(2-thienyl)-2-pyridinealdehyde S1C(=CC=C1)C1=CC=CC(=N1)C=O